cyclohex-2-yl 2-morpholinoacetate O1CCN(CC1)CC(=O)OC1CCCCC1